1-methyl-6-[3-(pyridin-3-yl)-1,2,4-oxadiazol-5-yl]-1,2,3,4-tetrahydroquinolin-2-one CN1C(CCC2=CC(=CC=C12)C1=NC(=NO1)C=1C=NC=CC1)=O